1-cyclopropyl-N-(1-(1-(4-(piperidin-4-ylmethoxy)phenyl)ethyl)azetidin-3-yl)-1H-1,2,3-triazole-4-carboxamide C1(CC1)N1N=NC(=C1)C(=O)NC1CN(C1)C(C)C1=CC=C(C=C1)OCC1CCNCC1